C(#N)C=1C=C(C=C(C1)F)[C@@H]1CC=NN1C(=O)N1CCN(CC1)C1=NC=C(C(=N1)C=1C(=NN(C1C)CC(=O)N)C)F (S)-2-(4-(2-(4-(5-(3-cyano-5-fluorophenyl)-4,5-dihydro-1H-pyrazol-1-carbonyl)piperazin-1-yl)-5-fluoropyrimidin-4-yl)-3,5-dimethyl-1H-pyrazol-1-yl)acetamide